(S)-4-((2-fluoropyridin-3-yl)oxy)-N-(5-methyl-4-oxo-7-((tetrahydro-2H-pyran-4-yl)ethynyl)-2,3,4,5-tetrahydrobenzo[b][1,4]oxazepin-3-yl)picolinamide FC1=NC=CC=C1OC1=CC(=NC=C1)C(=O)N[C@@H]1C(N(C2=C(OC1)C=CC(=C2)C#CC2CCOCC2)C)=O